[2-[2-Benzyl-3-(4-chlorophenyl)-5-oxo-4H-pyrazolo[1,5-a]pyrimidin-7-yl]-5-nitro-phenyl] (2S)-2-amino-3-methyl-butanoate trifluoroacetate FC(C(=O)O)(F)F.N[C@H](C(=O)OC1=C(C=CC(=C1)[N+](=O)[O-])C1=CC(NC=2N1N=C(C2C2=CC=C(C=C2)Cl)CC2=CC=CC=C2)=O)C(C)C